N[C@@H](C(=O)O)CC=C (2R)-2-aminopent-4-enoic acid